tert-butyl 3-(7-bromo-2,6-dichloroquinazolin-4-yl)-3,8-diazabicyclo[3.2.1]octane-8-carboxylate BrC1=C(C=C2C(=NC(=NC2=C1)Cl)N1CC2CCC(C1)N2C(=O)OC(C)(C)C)Cl